CC1(OCC[C@H]1NC=1N=NC(=C2C1C=NC=C2)C2=C(C=C(C=C2)C(F)(F)F)O)C (R)-2-(4-((2,2-dimethyltetrahydrofuran-3-yl)amino)pyrido[3,4-d]pyridazin-1-yl)-5-(trifluoromethyl)phenol